4-(7-methyl-1-(4-(morpholinomethyl)phenyl)-5,5-dioxo-1,4-dihydrothiochromeno[4,3-c]pyrazole-3-carbonyl)morpholine-3-carbaldehyde CC=1C=CC2=C(C1)S(CC1=C2N(N=C1C(=O)N1C(COCC1)C=O)C1=CC=C(C=C1)CN1CCOCC1)(=O)=O